2-methyl-N-(3,4,5-trifluorophenyl)-5a,6,7,8,8a,9-hexahydro-2H,5H-cyclopenta[f]pyrrolo[3,4-b][1,4,5]oxathiazocine-1-carboxamide 4,4-dioxide CN1C(=C2OCC3C(NS(C2=C1)(=O)=O)CCC3)C(=O)NC3=CC(=C(C(=C3)F)F)F